phenylmonoPhenylsilane C1(=CC=CC=C1)[SiH2]C1=CC=CC=C1